1-(2,2-difluorobenzo[d][1,3]dioxol-5-yl)pyrrolidin FC1(OC2=C(O1)C=CC(=C2)N2CCCC2)F